CO\N=C/1\C(=C(CCC1)C)C1=CC=C(C2=CC=CC=C12)C (E)-3-methyl-2-(4-methylnaphthalen-1-yl)cyclohex-2-en-1-one-O-methyloxime